C1(=CC=CC=C1)CC(=O)NC1=NN=C(S1)CCSCCC=1SC(=NN1)NC(CC1=CC=CC=C1)=O 2-(5-phenylacetamido-1,3,4-thiadiazol-2-yl)ethylsulfid